O=S1(C2=C(C=C1)C=CC(=C2)NC(CC2=CC=C(C=C2)OC)=O)=O N-(1,1-Dioxidobenzo[b]thiophen-6-yl)-2-(4-methoxyphenyl)acetamide